COC1=C(C=C(C=N1)C#N)C1=NC=C(C=C1)C(F)(F)F 6-methoxy-5-[5-(trifluoromethyl)-2-pyridinyl]pyridine-3-carbonitrile